2-methoxy-6-(5,6,7,8-tetrahydronaphthalen-1-yl)-5H-pyrrolo[3,2-b:5,4-c']dipyridine hydrochloride Cl.COC1=CC=C2C(=N1)C1=C(C(=NC=C1)C1=CC=CC=3CCCCC13)N2